[Br-].C(CCCCCCCCCCCCCCC)O[C@@H](COCOCC[N+](C)(C)C)COCCCCCCCCCCCCCCCC |r| rac-[2-(2,3-dihexadecyloxypropyl-oxymethyloxy)ethyl]Trimethyl-ammonium bromide